CC1(C=CC(N2C(C=3N(N1C2)C=C(C(C3)=O)C(=O)NCC3=C(C=C(C=C3F)F)F)=O)C)C 2,2,5-trimethyl-7,9-dioxo-N-(2,4,6-trifluorobenzyl)-2,5,7,9-tetrahydro-1,6-methanopyrido[1,2-b][1,2,5]triazonine-10-carboxamide